(E)-3-iodo-2-methylprop-2-en-1-ol I/C=C(/CO)\C